NC=1C(=C2C(=NC1C#N)N(C=N2)C(F)F)Br 6-amino-7-bromo-3-(difluoromethyl)imidazo[4,5-b]pyridine-5-carbonitrile